tert-butyl formate mesylate S(C)(=O)(=O)O.C(=O)OC(C)(C)C